benzyl (2S,3R)-3-(3,4-bis(benzyloxy) phenyl)-2-dibenzylamino-3-hydroxypropionate C(C1=CC=CC=C1)OC=1C=C(C=CC1OCC1=CC=CC=C1)[C@H]([C@@H](C(=O)OCC1=CC=CC=C1)N(CC1=CC=CC=C1)CC1=CC=CC=C1)O